O=C1N(C(C2=CC=CC=C12)=O)O[C@H]1O[C@H]([C@H]([C@H]([C@H]1C(C(=O)[O-])(C)C)C(C(=O)[O-])(C)C)C(C(=O)[O-])(C)C)C (2R,3S,4R,5R,6S)-2-((1,3-dioxoisoindolin-2-yl) oxy)-6-methyltetrahydro-2H-pyran-3,4,5-triyltri(2-methylpropionate)